4-([1,1'-biphenyl]-4-yl)-2-(4-chloro-[1,1'-biphenyl]-2-yl)-6-(dibenzo[b,d]furan-3-yl)pyrimidine C1(=CC=C(C=C1)C1=NC(=NC(=C1)C=1C=CC2=C(OC3=C2C=CC=C3)C1)C1=C(C=CC(=C1)Cl)C1=CC=CC=C1)C1=CC=CC=C1